5-(oxetan-3-yl)-3-((2-(trimethylsilyl)ethoxy)methyl)-3,5-dihydro-4H-imidazo[4,5-c]pyridin-4-one O1CC(C1)N1C(C2=C(C=C1)N=CN2COCC[Si](C)(C)C)=O